ClCC=1N=C2N(C=C(C=C2)C=O)C1 2-(chloromethyl)imidazo[1,2-a]pyridine-6-carboxaldehyde